Tert-butyl 6-bromo-5-methoxy-2,3-dihydro-1H-pyrrolo[3,2-b]pyridine-1-carboxylate BrC=1C=C2C(=NC1OC)CCN2C(=O)OC(C)(C)C